NCCOCCOCCOCCOCCOCCOCCOCCOCCCCNC(OC(C)(C)C)=O tert-butyl (1-amino-3,6,9,12,15,18,21,24-octaoxaoctacosane-28-yl)carbamate